COC1=C(C=CC=C1[N+](=O)[O-])C1=C(C(=CC=C1)[N+](=O)[O-])OC 2,2'-dimethoxy-3,3'-dinitro-1,1'-biphenyl